2-(benzyloxy)-2,3-dihydro-1H-inden-5-ol C(C1=CC=CC=C1)OC1CC2=CC=C(C=C2C1)O